N-(1,5-dimethyl-1H-pyrazol-3-yl)-9-((3-methylbenzylidene)amino)-2-morpholino-9H-purine-6-amine CN1N=C(C=C1C)NC1=C2N=CN(C2=NC(=N1)N1CCOCC1)N=CC1=CC(=CC=C1)C